N6-[(2R)-2-amino-2-phenylethyl]-N4-[(1S)-3,3-difluorocyclopentyl]-1-methyl-1H-pyrazolo[3,4-d]pyrimidine-4,6-diamine N[C@@H](CNC1=NC(=C2C(=N1)N(N=C2)C)N[C@@H]2CC(CC2)(F)F)C2=CC=CC=C2